4-chloro-N-(4-methoxybenzyl)quinazolin-5-amine ClC1=NC=NC=2C=CC=C(C12)NCC1=CC=C(C=C1)OC